2-Amino-4-(3-((R)-7-(dimethylamino)-5-azaspiro[2.4]heptan-5-yl)-5-fluoro-7,9-dihydro-furo[3,4-f]quinazolin-6-yl)-7-fluorothieno[3,2-c]pyridine-3-carbonitrile NC1=C(C=2C(=NC=C(C2S1)F)C=1C2=C(C=3C=NC(=NC3C1F)N1CC3(CC3)[C@H](C1)N(C)C)COC2)C#N